C1(=C(C=CC=C1)C=1N=NN(N1)CC1=CC=C(C=C1)C=C)C=1N=NN(N1)CC1=CC=C(C=C1)C=C 5,5'-(1,2-phenylene)bis[2-(4-vinylbenzyl)-2H-tetrazole]